C1N(CC12CNC2)C=2C=NC1=CC=C(C=C1C2)C=2N=CNC2C2=NC(=CC=C2)C 3-(2,6-diazaspiro[3.3]heptan-2-yl)-6-[5-(6-methyl-2-pyridyl)-1H-imidazol-4-yl]quinoline